C(CC)OCOCCCC(C)[Mg]Cl 4-propyloxymethoxy-1-methylbutylmagnesium chloride